2-hydroxy-1-[4-(2-hydroxy-ethoxy)phenyl]-2-methyl-1-propanone OC(C(=O)C1=CC=C(C=C1)OCCO)(C)C